N-{[3-(methyloxy)phenyl]methyl}pyrimidin-4-amine COC=1C=C(C=CC1)CNC1=NC=NC=C1